6-Bromo-1H-pyrido[2,3-d]pyrimidine-2,4-dione BrC1=CC2=C(NC(NC2=O)=O)N=C1